Z-bis(diphenylphosphino)-1,1'-binaphthyl C1(=CC=CC=C1)P(C1=CC=CC=C1)C=1C(=C(C2=CC=CC=C2C1)C1=CC=CC2=CC=CC=C12)P(C1=CC=CC=C1)C1=CC=CC=C1